C(C#CCCCC)(=O)O heptynic acid